N1(C=NC=C1)C1=CC(=NC(=C1)N1C=NC=C1)C(=O)NC1CCC(CC1)OCCOC 4,6-bis(1H-imidazol-1-yl)-N-((1r,4r)-4-(2-methoxyethoxy)cyclohexyl)picolinamide